CN(CCC1=C(C=CC(=N1)NC=1C=CC(=C2CNC(C12)=O)C1=CN=C2N1C=CC(=C2)F)[C@@H]2COCC2)C (R)-7-((6-(2-(dimethylamino)-ethyl)-5-(tetrahydrofuran-3-yl)pyridin-2-yl)amino)-4-(7-fluoroimidazo[1,2-a]pyridin-3-yl)isoindolin-1-one